cis-9-octadecenoic acid sodium salt [Na+].C(CCCCCCC\C=C/CCCCCCCC)(=O)[O-]